N-[2-hydroxyethyl]-piperazine OCCN1CCNCC1